N-[3-fluoro-2-(1-methyl-1H-pyrazol-5-yl)phenyl]-3-methylquinoxalin-2-amine FC=1C(=C(C=CC1)NC1=NC2=CC=CC=C2N=C1C)C1=CC=NN1C